[(4S,5S,6R)-5,6-difluoro-3-(trifluoromethyl)-1,4,5,6-tetrahydrocyclopenta[c]pyrazol-4-yl] benzoate C(C1=CC=CC=C1)(=O)O[C@@H]1[C@@H]([C@@H](C=2NN=C(C21)C(F)(F)F)F)F